ethyl 1-(2-hydroxy-2-methylpropyl)-8-methoxy-9-(2-methyl-2H-tetrazol-5-yl)-5,6-dihydropyrrolo[2,1-a]isoquinoline-3-carboxylate OC(CC=1C=C(N2C1C1=CC(=C(C=C1CC2)OC)C=2N=NN(N2)C)C(=O)OCC)(C)C